3-(2,6-difluoro-4-{4-[(4-methylpiperidin-4-yl)methyl]piperazin-1-yl}phenyl)piperidine-2,6-dione FC1=C(C(=CC(=C1)N1CCN(CC1)CC1(CCNCC1)C)F)C1C(NC(CC1)=O)=O